ClC=1C=C(C=C(C1)C(F)(F)F)C=1C(=CC=C2C(=C(C=NC12)C(=O)NN1CCOC2=C1C=CC=C2)N2CCOCC2)F 8-[3-chloro-5-(trifluoromethyl)phenyl]-N-(2,3-dihydro-1,4-benzoxazin-4-yl)-7-fluoro-4-morpholino-quinoline-3-carboxamide